CN1N=CN=C1C(=O)N1[C@@H](C2=C(CC1)NC=N2)C2=NN1C(C=CC=C1C(F)(F)F)=C2 (S)-(1-methyl-1H-1,2,4-triazol-5-yl)(4-(7-(trifluoromethyl)pyrazolo[1,5-a]pyridin-2-yl)-6,7-dihydro-1H-imidazo[4,5-c]pyridin-5(4H)-yl)methanone